N-(5-amino-6-hydrazinyl-6-oxohexyl)-5-((3aS,6aR)-2-oxo-hexahydro-1H-thieno-[3,4-d]imidazol-4-yl)-pentanamide NC(CCCCNC(CCCCC1SC[C@@H]2NC(N[C@@H]21)=O)=O)C(=O)NN